styrene-mesaconic acid C(=CC1=CC=CC=C1)\C(=C(/C(=O)O)\C)\C(=O)O